2-(benzofuran-2-yl)-N-[4-(2-methyl-1H-indol-3-yl)thiazol-2-yl]acetamide O1C(=CC2=C1C=CC=C2)CC(=O)NC=2SC=C(N2)C2=C(NC1=CC=CC=C21)C